COC1=C(C(=NC=C1C)CS(=O)C1=NC2=C(N1)C=CC(=C2)OC(COC)=O)C 2-methoxyacetic acid 2-(((4-methoxy-3,5-dimethylpyridin-2-yl) methyl) sulfinyl)-1H-benzo[d]imidazol-5-yl ester